tert-butyl (8-bromo-4-(morpholine-4-carbonyl)quinolin-2-yl)(2,4-dimethoxybenzyl)carbamate BrC=1C=CC=C2C(=CC(=NC12)N(C(OC(C)(C)C)=O)CC1=C(C=C(C=C1)OC)OC)C(=O)N1CCOCC1